N'-diaminoethyl-1,3-propylenediamine NC(CNCCCN)N